COC(C1=C(C=CC(=C1)NC(=O)C1=C(N(C(=C1C)C(C(=O)NC(C)(C)C)=O)C)C)F)=O.ClC1=CC(=C(C=C1)C1CCN(CC1)C1=C(C=CC=C1)SC1=CC=C(C=C1)C)F 4-(4-chloro-2-fluorophenyl)-1-(2-(p-tolylthio)phenyl)piperidine methyl-5-(5-(2-(tert-butylamino)-2-oxoacetyl)-1,2,4-trimethyl-1H-pyrrole-3-carboxamido)-2-fluorobenzoate